4'-(carbazol-9-yl)benzidine C1=CC=CC=2C3=CC=CC=C3N(C12)C1(CC=C(C2=CC=C(N)C=C2)C=C1)N